C1(=CC=CC=C1)CC(CC1=CC=CC=C1)=O 1,3-diphenyl-2-propanone